methyl (S)-4-(2-(4-(3-((4-cyano-2-fluorobenzyl)oxy)-1H-pyrazol-1-yl)-2-fluoro-5-methylphenyl)acetamido)-3-((oxetan-2-ylmethyl)amino)benzoate C(#N)C1=CC(=C(COC2=NN(C=C2)C2=CC(=C(C=C2C)CC(=O)NC2=C(C=C(C(=O)OC)C=C2)NC[C@H]2OCC2)F)C=C1)F